COC1=C(C=C2C(=CC=NC2=C1)N1CCC(CC1)C(CN)C)OCCOC1OCCCC1 2-(1-(7-methoxy-6-(2-((tetrahydro-2H-pyran-2-yl)oxy)ethoxy)quinolin-4-yl)piperidin-4-yl)propan-1-amine